O=CC(CCO)NC(=O)C1=CC=C(C=C1)N1N=C(C=C1C)C 4-oxo-3-[[4-(3,5-dimethylpyrazol-1-yl)phenyl]formamido]-butanol